1,5-bis(3-thietanyl)-1,2,4,5-tetrathiapentane S1CC(C1)SSCSSC1CSC1